CC=1N=C(SC1)C=1N=CNC1C1=CC2=C(N=C(S2)NC(=O)NC=2C=NC=CC2)C=C1 1-[6-[4-(4-methylthiazol-2-yl)-1H-imidazol-5-yl]-1,3-benzothiazol-2-yl]-3-(3-pyridyl)urea